BrCCOCCOC1=C2C(N(C(C2=CC=C1)=O)C1C(NC(CC1)=O)=O)=O 4-(2-(2-bromoethoxy)ethoxy)-2-(2,6-dioxopiperidine-3-yl)isoindole-1,3-dione